(R)-benzyl 2-(((benzyloxy)carbonyl)amino)-3-(4-ethyl-3-fluorobenzamido)propanoate C(C1=CC=CC=C1)OC(=O)N[C@@H](C(=O)OCC1=CC=CC=C1)CNC(C1=CC(=C(C=C1)CC)F)=O